m-hydroxyphthalonitrile OC1=C(C(C#N)=CC=C1)C#N